CC1C(NC2=CN(N=C2C=2C=CN=C(CCCC1)C2)C2=NC=CN=C2)=O 9-methyl-4-(pyrazin-2-yl)-3,4,7,15-tetraazatricyclo[12.3.1.02,6]Octadecan-1(18),2,5,14,16-pentaen-8-one